ClC1=CC(=NC=N1)C(=O)N1C[C@@H]([C@H](CC1)N1CC2=CC=CC=C2CC1)O (6-chloropyrimidin-4-yl)((3S,4S)-4-(3,4-dihydroisoquinolin-2(1H)-yl)-3-hydroxypiperidin-1-yl)methanone